propyl 7-(2-{[7-(5-methyl-1,2,4-oxadiazol-3-yl) isoquinolin-1-yl] amino} ethyl)-8-oxo-1,2,3,4,7,8-hexahydro-2,7-naphthyridine-2-carboxylate CC1=NC(=NO1)C1=CC=C2C=CN=C(C2=C1)NCCN1C=CC=2CCN(CC2C1=O)C(=O)OCCC